(R)-N4-(1-(4-bromophenyl)ethyl)-2-chloropyrimidine-4,5-diamine BrC1=CC=C(C=C1)[C@@H](C)NC1=NC(=NC=C1N)Cl